ethylenediurethane C(CNC(=O)OCC)NC(=O)OCC